P(=O)(OCC1CO1)(OCC1CO1)OCC1CO1 tris(2,3-epoxypropyl) phosphate